The molecule is a member of the class of oxolanes carrying 1,2,4-triazol-ylmethyl and 2,4-dichlorophenyl substituents at position 2 as well as a bromo substituent at position 4. A foliar applied conazole fungicide for a range of crops including cereals, fruit, vegetables and vines. It has a role as an EC 1.14.13.70 (sterol 14alpha-demethylase) inhibitor and an antifungal agrochemical. It is a dichlorobenzene, an organobromine compound, a member of oxolanes, a member of triazoles, a conazole fungicide and a triazole fungicide. C1C(COC1(CN2C=NC=N2)C3=C(C=C(C=C3)Cl)Cl)Br